6-(1,2-dimethyl-1H-benzo[d]imidazol-5-yl)-5-(2-(3-fluoro-3-methylbutyl)oxazol-5-yl)picolinonitrile CN1C(=NC2=C1C=CC(=C2)C2=C(C=CC(=N2)C#N)C2=CN=C(O2)CCC(C)(C)F)C